O=C1NC(CCC1NC1=CC(=C(C(=C1)F)N1CCC(CC1)CC(=O)OC)F)=O methyl 2-[1-[4-[(2,6-dioxo-3-piperidyl)amino]-2,6-difluoro-phenyl]-4-piperidyl]acetate